IC1=CC=2C(=NC=CC2NC2=CC(=NC=3N2N=CC3)C3=NC(=CC=C3)C)N1COCC[Si](C)(C)C N-(2-iodo-1-((2-(trimethylsilyl)ethoxy)methyl)-1H-pyrrolo[2,3-b]pyridin-4-yl)-5-(6-methylpyridin-2-yl)pyrazolo[1,5-a]pyrimidin-7-amine